N-(4-(trifluoromethyl)phenyl)-1,2,3,4-tetrahydroisoquinolin-5-amine hydrochloride Cl.FC(C1=CC=C(C=C1)NC=1C=2CCNCC2C=CC1)(F)F